4-(4-((tetrahydro-2H-pyran-2-yl)oxy)butyl)benzaldehyde O1C(CCCC1)OCCCCC1=CC=C(C=O)C=C1